(bis(4-fluorophenyl)methyl)-4-(5-fluoro-2-(trifluoromethyl)benzyl)piperazine FC1=CC=C(C=C1)C(C1=CC=C(C=C1)F)N1CCN(CC1)CC1=C(C=CC(=C1)F)C(F)(F)F